O=C1NC(CCC1N1CC2=CC=C(C=C2C1=O)CNC(OCC1=NC=CC(=C1)C1=CC=CC=C1)=O)=O (4-phenylpyridin-2-yl)methyl ((2-(2,6-dioxopiperidin-3-yl)-3-oxoisoindolin-5-yl)methyl)carbamate